FC1=NNC=C1C=1C=CC(=C(C1)O)C1=CC2=C(N=N1)N=C(S2)N(C2CN(CC2)C)C 5-(3-Fluoro-1H-pyrazol-4-yl)-2-{6-[methyl(1-methylpyrrolidin-3-yl)amino][1,3]thiazolo[4,5-c]pyridazin-3-yl}phenol